C1(CCC1)C=1C(=NN(C1NC(O[C@@H](C)C1CC1)=O)C)C1CC(C1)(F)F (S)-1-cyclopropylethyl (4-cyclobutyl-3-(3,3-difluorocyclobutyl)-1-methyl-1H-pyrazol-5-yl)carbamate